4-(4-acetylbenzyl)-2,6-difluorophenylacetic acid C(C)(=O)C1=CC=C(CC2=CC(=C(C(=C2)F)CC(=O)O)F)C=C1